C(C=C)C1C(CN(C1)C(=O)OC(C)(C)C)(NC(C(F)(F)F)=O)C(NC1=C(C=CC=C1)[N+](=O)[O-])=O tert-Butyl 4-allyl-3-[(2-nitrophenyl)carbamoyl]-3-[(trifluoroacetyl)amino]-pyrrolidine-1-carboxylate